2-(2,4-difluorophenyl)-1-(8-((5-fluoropyrimidin-2-yl)amino)-2-azaspiro[4.5]decan-2-yl)-3-(1H-1,2,4-triazol-1-yl)propan-2-ol FC1=C(C=CC(=C1)F)C(CN1CC2(CC1)CCC(CC2)NC2=NC=C(C=N2)F)(CN2N=CN=C2)O